1-(4-bromo-3-(trifluoromethyl)phenyl)-3-(4-fluorophenyl)urea BrC1=C(C=C(C=C1)NC(=O)NC1=CC=C(C=C1)F)C(F)(F)F